(trifluoromethyl)-1,3-benzoxazol-2-amine FC(F)(F)C1=CC=CC2=C1N=C(O2)N